C1(CCCCC1)S(=O)(=O)CC=1N=C2N(C=C(C=C2)C2=NOC(=N2)C(F)(F)F)C1 3-(2-((cyclohexylsulfonyl)methyl)imidazo[1,2-a]pyridin-6-yl)-5-(trifluoromethyl)-1,2,4-oxadiazole